ClC=1C=C(C=C(C1)Cl)C1=NC(=CC(=C1)CN1CCC(CC1)OC1(CC1)C(=O)O)OC1=NC=C(N=C1)N1CCN(CC1)C 1-((1-((2-(3,5-dichlorophenyl)-6-((5-(4-methylpiperazin-1-yl)pyrazin-2-yl)oxy)pyridin-4-yl)methyl)piperidin-4-yl)oxy)cyclopropanecarboxylic acid